(S*)-1-(10,11-dihydrobenzo[6,7]oxepino[3,2-b]pyridin-11-yl)-N-ethylmethanamine N1=C2C(=CC=C1)OC1=C(C[C@H]2CNCC)C=CC=C1 |o1:10|